O=C1NC(C(=C1SC1=CC=CC=C1)SC1=CC=CC=C1)=O 2,5-dioxo-3,4-bis(phenylthio)-2,5-dihydro-1H-pyrrole